(4-(chlorodifluoromethoxy)phenyl)-6-((R)-3-hydroxypyrrolidin-1-yl)-5-(1-(tetrahydro-2H-pyran-2-yl)-1H-pyrazol-5-yl)nicotinamide ClC(OC1=CC=C(C=C1)C1=C(C(=O)N)C=C(C(=N1)N1C[C@@H](CC1)O)C1=CC=NN1C1OCCCC1)(F)F